5-chloroindole-2,3-dione ClC=1C=C2C(C(NC2=CC1)=O)=O